C(C)(C)(C)C1=CN=C(O1)C1CC(CC1)C(CC#N)=O 3-(3-(5-(tert-butyl)oxazol-2-yl)cyclopentyl)-3-oxopropanenitrile